CC1(C)C[C@H]2[C@H](O)C3=COC=C3C[C@](C)(O)[C@H]2C1 Furandiol